O1CC(C1)NC1=CC(=NC=N1)C=O (6-(oxetan-3-ylamino)pyrimidin-4-yl)methanone